4-[7-(pyrrolidine-1-carbonyl)-[1,2,4]triazolo[1,5-a]pyridin-5-yl]benzonitrile N1(CCCC1)C(=O)C1=CC=2N(C(=C1)C1=CC=C(C#N)C=C1)N=CN2